C(=O)C1=C2CCN(C2=CC=C1)C(=O)OC(C)(C)C Tert-butyl 4-formyl-2,3-dihydroindole-1-carboxylate